CC(C=C)(CCC=C(C)C)CC(=O)[O-] 3,7-dimethyl-octa-1,6-dien-3-ylacetate